ClC=1C(=NC(=NC1)NC1=CC(=C(C=C1OC(C)C)N1CCC(CC1)N1CCN(CC1)CC=1C=C2CN(C(C2=CC1)=O)C1CNCCC1)C)NC1=C(C=CC=C1)S(=O)(=O)C(C)C 3-(5-((4-(1-(4-((5-chloro-4-((2-(isopropylsulfonyl)phenyl)amino)pyrimidin-2-yl)amino)-5-isopropoxy-2-methylphenyl)piperidin-4-yl)piperazin-1-yl)methyl)-1-oxoisoindoline-2-yl)piperidine